(2S,3R)-2-((tert-butoxycarbonyl) amino)-3-hydroxy-3-phenylpropionate C(C)(C)(C)OC(=O)N[C@H](C(=O)[O-])[C@@H](C1=CC=CC=C1)O